5-methyl-6-(2-methylphenyl)pyrrolo[2,3-b]Pyrazine-7-carbaldehyde CN1C(=C(C=2C1=NC=CN2)C=O)C2=C(C=CC=C2)C